rac-(4aR,8aS)-6-[4-[[4-(trifluoromethyl)phenyl]methyl]piperazine-1-carbonyl]-4,4a,5,7,8,8a-hexahydropyrido[4,3-b][1,4]oxazin-3-one FC(C1=CC=C(C=C1)CN1CCN(CC1)C(=O)N1C[C@@H]2[C@@H](OCC(N2)=O)CC1)(F)F |r|